(3-(6-bromopyrrolo[1,2-b]pyridazin-4-yl)-3,8-diazabicyclo[3.2.1]oct-8-yl)((1S,2R)-2-fluorocyclopropyl)methanone BrC=1C=C2N(N=CC=C2N2CC3CCC(C2)N3C(=O)[C@H]3[C@@H](C3)F)C1